4-Isobutyl-2-methyl-6-(piperazin-1-yl)benzonitrile hydrochloride tert-Butyl-4-(2-cyano-5-isobutyl-3-methylphenyl)piperazine-1-carboxylate C(C)(C)(C)OC(=O)N1CCN(CC1)C1=C(C(=CC(=C1)CC(C)C)C)C#N.Cl.C(C(C)C)C1=CC(=C(C#N)C(=C1)N1CCNCC1)C